C[Si](CCOCC1=NC(=NN1)S)(C)C 2-trimethylsilyl-ethoxymethyl-1,2,4-triazole-3-thiol